N1(C=NC=2C=NC=CC21)CC2(CC1(CN(C(C1=O)=O)C1=NC=C(N=C1)C(C)(C)O)CCC2)C 7-((1H-imidazo[4,5-c]pyridin-1-yl)methyl)-3-(5-(2-hydroxypropan-2-yl)pyrazin-2-yl)-7-methyl-1-oxo-3-azaspiro[4.5]decan-2-one